FC=1C=C(C=C(C1CN1CCOCC1)F)C=1C=CC=C2N=CC(=NC12)C=1C=NN(C1)C1CCN(CC1)C(CCCCCNC=1C=C2CN(C(C2=CC1)=O)C1C(NC(CC1)=O)=O)=O 3-(5-((6-(4-(4-(8-(3,5-difluoro-4-(morpholinomethyl)phenyl)quinoxalin-2-yl)-1H-pyrazol-1-yl)piperidin-1-yl)-6-oxohexyl)amino)-1-oxoisoindolin-2-yl)piperidine-2,6-dione